C1(C(=O)OCCCCCCO1)=O 2-hexylene oxalate